C(C)(C)(C)OC(=O)N1[C@@H](C2(CC1)CCCCC2)[C@@H](C(=O)O)C2=CC=C(C=C2)Cl (S)-2-((R)-2-(t-butoxycarbonyl)-2-azaspiro[4.5]dec-1-yl)-2-(4-chlorophenyl)acetic acid